(S)-2-amino-3-(2-iodo-5,6-dimethoxypyridin-3-yl)propanoic acid N[C@H](C(=O)O)CC=1C(=NC(=C(C1)OC)OC)I